(2,6-Dichloropyridin-4-yl)methyl 4-aminopiperidine-4-carboxylate dihydrochloride Cl.Cl.NC1(CCNCC1)C(=O)OCC1=CC(=NC(=C1)Cl)Cl